2-oxabicyclo[2.1.1]hexan-4-ylmethyl 4-methylbenzenesulfonate CC1=CC=C(C=C1)S(=O)(=O)OCC12COC(C1)C2